CN1C(C(=CC(=C1)C1=CC(=CC(=C1)OCCC1=CC=CC=C1)S(=O)(=O)C)C)=O 1,3-dimethyl-5-[3-methylsulfonyl-5-(2-phenylethoxy)phenyl]pyridin-2-one